1,6-undecanediol C(CCCCC(CCCCC)O)O